O[C@H]1C(OC([C@@H]([C@H]1O)OC)(C)C)OC=1C=C(C(=CC1)C1C(CC=CC1)NC(C)=O)C1=CC(=CC=C1)F N-(4'-(((3R,4S,5R)-3,4-dihydroxy-5-methoxy-6,6-dimethyltetrahydro-2H-pyran-2-yl)oxy)-3''-fluoro-1,2,3,6-tetrahydro[1,1':2',1''-terphenyl]-2-yl)acetamide